benzyldiEthyloctylammonium C(C1=CC=CC=C1)[N+](CCCCCCCC)(CC)CC